CC=1C=NN(C1)CC1=CC=C(S1)C1=NOC(=N1)C(F)(F)F 3-[5-[(4-methylpyrazol-1-yl)methyl]-2-thienyl]-5-(trifluoromethyl)-1,2,4-oxadiazole